(trans)-N-(6-(2H-1,2,3-triazol-2-yl)-5-(trifluoromethyl)pyridin-3-yl)-2-chloro-6,7-dihydrospiro[cyclopenta[e]pyrazolo[1,5-a]pyrimidine-8,2'-oxetane]-6-carboxamide N=1N(N=CC1)C1=C(C=C(C=N1)NC(=O)C1CC2(OCC2)C2=C1C=NC=1N2N=C(C1)Cl)C(F)(F)F